6-Bromo-5-methoxy-2-morpholinooxazolo[4,5-b]pyridine BrC=1C=C2C(=NC1OC)N=C(O2)N2CCOCC2